ClC=1C=C2C(=CN=C(C2=CN1)NC)C(=C)C 6-chloro-4-isopropenyl-N-methyl-2,7-naphthyridin-1-amine